S1C=NC2=C1C=C(C=C2)\C=C\2/N=C(NC2=O)NC2CCCCC2 (4Z)-4-(1,3-benzothiazol-6-ylmethylene)-2-(cyclohexylamino)-1H-imidazol-5-one